N1(CCC1)C1=NC=C(C=N1)C=1C=C2C(=NC1)NC=C2C(=O)C=2C(=C(C(=CC2)F)NS(=O)(=O)CCC(F)(F)F)F N-(3-(5-(2-(azetidin-1-yl)pyrimidin-5-yl)-1H-pyrrolo[2,3-b]pyridine-3-carbonyl)-2,6-difluorophenyl)-3,3,3-trifluoropropane-1-sulfonamide